BrC1=C(C2=C(N=C(N=C2)S(=O)C)N(C1=O)C1CCCC1)C 6-bromo-8-cyclopentyl-2-methylsulfinyl-5-methyl-8H-pyrido[2,3-d]pyrimidin-7-one